COC1=CC=C(CCC2=CC=C3C=CN(C3=C2)CCOC2OCCCC2)C=C1 6-(4-Methoxyphenethyl)-1-(2-((tetrahydro-2H-pyran-2-yl)oxy)ethyl)-1H-indole